2-(trimethylsilyl)ethyl (3R,4R)-4-hydroxy-6,6-dimethyl-tetrahydro-2H-pyran-3-ylcarbamate O[C@H]1[C@@H](COC(C1)(C)C)NC(OCC[Si](C)(C)C)=O